CC=1N=C2N(C=C(N=C2C)C=2C(=NC(=C(C(=O)N)C2)OC)N2CCNCC2)C1 (2,8-Dimethylimidazo[1,2-a]pyrazin-6-yl)-2-methoxy-6-(piperazin-1-yl)nicotinamide